4-fluoro-N-{[3-methyl-4-(propan-2-yl)phenyl](phenyl)methyl}-1-[2-(1H-1,2,3-triazol-5-yl)acetyl]pyrrolidine-2-carboxamide FC1CC(N(C1)C(CC1=CN=NN1)=O)C(=O)NC(C1=CC=CC=C1)C1=CC(=C(C=C1)C(C)C)C